CC(CCN1C[C@H]2C([C@H]2C1)NC=1N=NC(=CC1)C=1C(=NN(C1)C)C)(C)C (1s,5r,6s)-3-(3,3-dimethylbutyl)-N-[6-(1,3-dimethylpyrazol-4-yl)pyridazin-3-yl]-3-azabicyclo[3.1.0]hexane-6-amine